((1s,3s)-3-((5-(imidazo[1,2-b]pyridazin-6-yl)-7H-pyrrolo[2,3-d]pyrimidin-2-yl)amino)-1-methylcyclobutyl)(pyrrolidin-1-yl)methanone N=1C=CN2N=C(C=CC21)C2=CNC=1N=C(N=CC12)NC1CC(C1)(C)C(=O)N1CCCC1